N[C@H](C(=O)N1[C@@H](CCC1)C(=O)OC)CC1=CN=CN1 methyl (2S)-1-[(2S)-2-amino-3-(1H-imidazol-5-yl)propanoyl]pyrrolidine-2-carboxylate